N1(CCCC1)C/C=C/C=1C=CC=2N(C1)N=CC2 (E)-6-(3-(pyrrolidin-1-yl)prop-1-en-1-yl)pyrazolo[1,5-a]pyridine